2-{6-[trans-3-(5-amino-7,9-difluoro[1,2,4]triazolo[1,5-c]quinazolin-2-yl)cyclobutyl]pyridin-3-yl}propan-2-ol NC1=NC=2C(=CC(=CC2C=2N1N=C(N2)[C@@H]2C[C@H](C2)C2=CC=C(C=N2)C(C)(C)O)F)F